C1(=CC=CC=C1)[I+]C1=CC=C(C=C1)OCCCCCCCCCCCCCCCCCC phenyl-(p-octadecyloxyphenyl)iodonium